[8-(1-octylnonoxy)-8-oxo-octyl](2S)-4-hydroxy-1-(5-oxo-5-undecoxy-pentyl)pyrrolidine C(CCCCCCC)C(CCCCCCCC)OC(CCCCCCC[C@@H]1N(CC(C1)O)CCCCC(OCCCCCCCCCCC)=O)=O